BrC1=C(C=CC=C1)NC1=C(C(=NN1C)C)C1=C(C=C(C=C1)F)Cl N-(2-Bromophenyl)-4-(2-chloro-4-fluorophenyl)-1,3-dimethyl-1H-pyrazol-5-amine